C(#N)C=1C=C(C=C(C1)F)[C@H]1N(OCC1)C(=O)[C@@H]1C[C@H](CC1)COC1=CC(=NC=N1)C(=O)N trans-6-[[3-[(3S)-3-(3-cyano-5-fluoro-phenyl)isoxazolidine-2-carbonyl]cyclopentyl]methoxy]pyrimidine-4-carboxamide